Ethyl 1-(3-methylpyridin-2-yl)-5-(trifluoromethyl)-1H-pyrazole-4-carboxylate CC=1C(=NC=CC1)N1N=CC(=C1C(F)(F)F)C(=O)OCC